5-(2-methoxyphenyl)-1,7-dimethyl-4-oxo-N-(1,1,1-trifluoropropan-2-yl)-4,5-dihydro-1H-pyrrolo[3,2-c]pyridine-3-carboxamide COC1=C(C=CC=C1)N1C(C2=C(C(=C1)C)N(C=C2C(=O)NC(C(F)(F)F)C)C)=O